[N+](#[C-])C=1C=C2C=CN(C2=CC1)C 5-ISOCYANO-1-METHYL-1H-INDOLE